2-(6-(((1S,4S,5S,6S)-6-fluoro-2-azabicyclo[2.2.1]heptan-5-yl)oxy)pyridazin-3-yl)-5-(2-methoxypyridin-4-yl)phenol F[C@@H]1[C@H]([C@@H]2CN[C@H]1C2)OC2=CC=C(N=N2)C2=C(C=C(C=C2)C2=CC(=NC=C2)OC)O